(1R,4s)-4-(8-(2,6-dichloro-4-fluorophenylamino)-2-((S)-1-hydroxybutan-2-ylamino)-9H-purin-9-yl)cyclohexanecarboxamide ClC1=C(C(=CC(=C1)F)Cl)NC=1N(C2=NC(=NC=C2N1)N[C@H](CO)CC)C1CCC(CC1)C(=O)N